Ytterbium-Zirconium Oxide [O-2].[Zr+4].[Yb+3]